N-(1-((5-chloro-2-((4-(4-methylpiperazin-1-yl)phenyl)amino)pyrimidin-4-yl)methyl)-4-methylpiperidin-4-yl)cyclopropanesulfonamide ClC=1C(=NC(=NC1)NC1=CC=C(C=C1)N1CCN(CC1)C)CN1CCC(CC1)(C)NS(=O)(=O)C1CC1